ClC1=CC=C(C=C1)C=1C2=C(C=3C(C(N1)CC(=O)OCC)=CC(N(C3)C)=O)SC(=C2C)C Ethyl 2-(4-(4-chlorophenyl)-2,3,9-trimethyl-8-oxo-8,9-dihydro-6H-pyrido[4,3-c]thieno[2,3-e]azepin-6-yl)acetate